(2S)-2,3-diaminobutyric acid N[C@H](C(=O)O)C(C)N